5-chloro-N-(3-fluoro-4-{8-fluoro-3-[(2-methoxyethyl)amino]isoquinolin-7-yl}pyridin-2-yl)-2-methoxypyridine-3-sulfonamide ClC=1C=C(C(=NC1)OC)S(=O)(=O)NC1=NC=CC(=C1F)C1=CC=C2C=C(N=CC2=C1F)NCCOC